S1C(=NC2=C1C=CC=C2)N(C2=C(C=C(N=N2)N(C2=CC=C(C(=N2)C(=O)OC(C)(C)C)C=2C=NN(C2C)CC2CCCC2)C)C)COCC[Si](C)(C)C tert-butyl 6-((6-(benzo[d]thiazol-2-yl((2-(trimethylsilyl)ethoxy)methyl)amino)-5-methylpyridazin-3-yl)(methyl)amino)-3-(1-(cyclopentylmethyl)-5-methyl-1H-pyrazol-4-yl)picolinate